NC=1C=C(C=CC1)CN(C(C(NC=1C2=C(C(=NC1)N)C=NN2)=O)=O)CC2=CC=CC=C2 N'-[(3-aminophenyl)methyl]-N-(4-amino-1H-pyrazolo[4,3-c]pyridin-7-yl)-N'-benzyl-oxamide